[2-[3-ethylsulfonyl-6-(1,2,4-triazol-1-yl)-2-pyridyl]-1-methyl-benzimidazol-5-yl]-imino-oxo-(trifluoromethyl)-λ6-sulfane C(C)S(=O)(=O)C=1C(=NC(=CC1)N1N=CN=C1)C1=NC2=C(N1C)C=CC(=C2)S(C(F)(F)F)(=O)=N